(2R,3S,4R,5R)-2-[(acetyloxy)methyl]-5-{4-aminopyrrolo[2,1-f][1,2,4]triazin-7-yl}-5-cyano-4-hydroxyoxolan-3-yl (2S)-2-amino-3-methylbutanoate N[C@H](C(=O)O[C@@H]1[C@H](O[C@@]([C@@H]1O)(C#N)C1=CC=C2C(=NC=NN21)N)COC(C)=O)C(C)C